FC1=C(C=C(C=C1)NC(C=C)=O)NC1=NC(=NC=C1C1=CC(=NC=C1)C)NC=1C=NN(C1)C N-(4-fluoro-3-((2-((1-methyl-1H-pyrazol-4-yl)amino)-5-(2-methylpyridin-4-yl)pyrimidin-4-yl)amino)phenyl)acrylamide